C(#N)CC(=O)N1[C@H](CCC1)COC1=NC=CC2=CC(=C(C=C12)OC(C)C)C(=O)N 1-{[(2R)-1-(cyanoacetyl)pyrrolidin-2-yl]methoxy}-7-(prop-2-yloxy)isoquinoline-6-carboxamide